(E)-1-benzyl-3-(2-oxopropylidene)indol-2-one C(C1=CC=CC=C1)N1C(/C(/C2=CC=CC=C12)=C/C(C)=O)=O